5-(4-amino-3-methylsulfanyl-phenoxy)-N-methyl-pyridine-2-carboxamide NC1=C(C=C(OC=2C=CC(=NC2)C(=O)NC)C=C1)SC